P(=O)(O)(O)CC1=NN=C(N=N1)C1=CC=C(C=N1)NCC(=O)O (6-(6-(phosphonomethyl)-1,2,4,5-tetrazin-3-yl)pyridin-3-yl)glycine